O1C(CCC1)C12CNCC(CC1)N2C(=O)OC(C)(C)C tert-butyl 1-(oxolan-2-yl)-3,8-diazabicyclo[3.2.1]octane-8-carboxylate